NC([C@H](CC1C(NC2=CC=CC=C2C1)=O)NC(OC(C)(C)C)=O)=O tert-butyl ((2S)-1-amino-1-oxo-3-(2-oxo-1,2,3,4-tetrahydroquinolin-3-yl)propan-2-yl)carbamate